N-(2-amino-5-fluorophenyl)-4-(3-(4-(((2-(4-fluorophenyl)cyclopropyl)amino)methyl)piperidin-1-yl)propyl)benzamide TFA Salt OC(=O)C(F)(F)F.NC1=C(C=C(C=C1)F)NC(C1=CC=C(C=C1)CCCN1CCC(CC1)CNC1C(C1)C1=CC=C(C=C1)F)=O